ClC1=NC=C(C(=N1)N1CC(C2=CC=CC=C12)(C(=O)OC)C)Cl methyl 1-(2,5-dichloropyrimidin-4-yl)-3-methylindoline-3-carboxylate